N1C=CC=2C1=NC=CC2N2N=CC(=C2)C2=C(C#N)C=CC=C2 2-[1-(1H-pyrrolo[2,3-b]pyridin-4-yl)-1H-pyrazol-4-yl]benzonitrile